6-[(3S,4S)-4-methyl-1-(pyrimidin-2-ylmethyl)pyrrolidin-3-yl]-1-(tetrahydro-2H-pyran-4-yl)-1,5-dihydro-4H-pyrazolo[3,4-d]pyrimidin-4-one C[C@H]1[C@@H](CN(C1)CC1=NC=CC=N1)C=1NC(C2=C(N1)N(N=C2)C2CCOCC2)=O